CN(CCCC(CCCC(=O)OC(CC1CC2CCCCC2C1)CC1CC2CCCCC2C1)CCCC(=O)OC(CCCCCCC)CCCCCCC)C 1-[1,3-bis(octahydro-1H-inden-2-yl)propan-2-yl] 9-pentadecan-8-yl 5-[3-(dimethylamino)propyl]nonanedioate